S1C(=NC2=C1C=CC=C2)C2=C(C(=CC(=C2N2N=C(C=C2C2=CC=CC=C2)C2=CC=CC=C2)OC)OC2=C(C=C(C=C2)OC)C=2SC1=C(N2)C=CC=C1)O 2-(benzo[d]thiazol-2-yl)-6-(2-(benzo[d]thiazol-2-yl)-4-methoxyphenoxy)-3-(3,5-diphenyl-1H-pyrazol-1-yl)-4-methoxyphenol